2-chloro-6-methyl-4-(1-methyl-5-(3-((methylsulfonyl)methyl)phenyl)-2-oxo-1,2-dihydropyridin-4-yl)-1-tosyl-1,6-dihydro-7H-pyrrolo[2,3-c]pyridin-7-one ClC1=CC2=C(C(N(C=C2C2=CC(N(C=C2C2=CC(=CC=C2)CS(=O)(=O)C)C)=O)C)=O)N1S(=O)(=O)C1=CC=C(C)C=C1